dipotassium ascorbate O=C1C(O)=C([O-])[C@H](O1)[C@@H](O)CO.[K+].[K+].O=C1C(O)=C([O-])[C@H](O1)[C@@H](O)CO